[Co](=O)(=O)(=O)(=O)=O cobalt pentoxide